N=1C=NN2C1C=CC(=C2)C=2C=CN1N=C(N=C(C12)OCC(F)F)NC1CCC2(CN(C2)C(C([2H])([2H])[2H])=O)CC1 1-(7-((5-([1,2,4]triazolo[1,5-a]pyridin-6-yl)-4-(2,2-difluoroethoxy)pyrrolo[2,1-f][1,2,4]triazin-2-yl)amino)-2-azaspiro[3.5]nonan-2-yl)ethan-1-one-2,2,2-d3